N'-(4-(3-((2-bromobenzyl)oxy)oxetan-3-yl)-2-chloro-5-methylphenyl)-N-ethyl-N-methylformimidamide BrC1=C(COC2(COC2)C2=CC(=C(C=C2C)N=CN(C)CC)Cl)C=CC=C1